FC=1C(=C(C=C(C1)C(C)C)[C@H](C(=O)O)N1[C@H]([C@H](CC1)N(CCCCCC1=NC=2NCCCC2C=C1)C)C)OC (R)-2-(3-fluoro-5-isopropyl-2-methoxyphenyl)-2-((2S,3S)-2-methyl-3-(methyl(5-(5,6,7,8-tetrahydro-1,8-naphthyridin-2-yl)pentyl)amino)pyrrolidin-1-yl)acetic acid